3-((6-bromoisochroman-8-yl)methyl)-3,8-Diazabicyclo[3.2.1]octane-8-carboxylate BrC=1C=C2CCOCC2=C(C1)CN1CC2CCC(C1)N2C(=O)[O-]